ClC1=NC=C2C(=CN=C(C2=C1)C(C)C)C1=NOC(=N1)C 3-(7-chloro-1-isopropyl-2,6-naphthyridin-4-yl)-5-methyl-1,2,4-oxadiazole